BrC=1C=C(C=CC1)C=1C=CC=2N(N1)C=C(N2)C(=O)N 6-(3-bromophenyl)imidazo[1,2-b]pyridazine-2-carboxamide